ClC1=CC(=C(COC2=CC=CC(=N2)C2=CC(=C(CC3=NC4=C(N3C(C)C(C)(C)OC)C=C(C=C4)C(=O)O)C=C2F)F)C=C1)F 2-(4-(6-((4-chloro-2-fluorobenzyl)oxy)pyridin-2-yl)-2,5-difluorobenzyl)-1-(3-methoxy-3-methylbutan-2-yl)-1H-benzo[d]imidazole-6-carboxylic acid